(1R,3S)-3-(3-{[(3-fluoro-pyridin-2-yl)acetyl]-amino}-1H-pyrazol-5-yl)-cyclopentyl tert-butyl-carbamate C(C)(C)(C)NC(O[C@H]1C[C@H](CC1)C1=CC(=NN1)NC(CC1=NC=CC=C1F)=O)=O